FC(C(CC(=O)C1=CC=C(C=C1)[N+](=O)[O-])=O)(F)F 4,4,4-Trifluoro-1-(4-nitrophenyl)butan-1,3-dion